3-(5-(7,8-dimethyl-[1,2,4]triazolo[1,5-a]pyridin-6-yl)-4-isopropyl-3-methyl-6H-thieno[2,3-b]pyrrol-2-yl)-1-oxa-8-azaspiro[4.5]decane CC1=C(C=2N(C=C1C1=C(C3=C(N1)SC(=C3C)C3COC1(C3)CCNCC1)C(C)C)N=CN2)C